C(#N)/C=C/[C@@H]1C([C@H]1C(=O)OCC1=C(C(=CC(=C1F)F)F)F)(C)C 2,3,5,6-tetrafluorobenzyl (1S,3S)-3-((E)-2-cyanovinyl)-2,2-dimethylcyclopropanecarboxylate